S(=O)(=O)(O)CC(=O)OCCCCCCCCCCCC.[Na] Sodium Lauryl Sulfoacetat